3-(N-(2-(Dimethylamino)ethyl)-N-(3-phenylpropyl)sulfamoyl)-1-(1,2,3,5,6,7-hexahydro-s-indacen-4-yl)urea, potassium salt [K].CN(CCN(S(=O)(=O)NC(NC1=C2CCCC2=CC=2CCCC12)=O)CCCC1=CC=CC=C1)C